BrC1=NN(C(C2=CC=CC=C12)=O)C1CCCCC1 4-Bromo-2-cyclohexylphthalazin-1(2H)-one